Benzyl ((S)-(5-((S)-2-((tert-butyldimethylsilyl)oxy)-1-((S)-2-oxo-4-(trifluoro-methyl)imidazolidin-1-yl)ethyl)benzo[d]oxazol-2-yl)(4,4-difluorocyclohexyl)methyl)-carbamate [Si](C)(C)(C(C)(C)C)OC[C@@H](N1C(N[C@@H](C1)C(F)(F)F)=O)C=1C=CC2=C(N=C(O2)[C@H](C2CCC(CC2)(F)F)NC(OCC2=CC=CC=C2)=O)C1